O1C=CC2=C1C=C(C=C2)CC(=O)O 2-(benzofuran-6-yl)acetic acid